CN1C(=NC=C1C=1C=C2C=C(N=CC2=CC1)NC(=O)C1CCN(CC1)C[C@H](C)F)C (S)-N-(6-(1,2-dimethyl-1H-imidazol-5-yl)isoquinolin-3-yl)-1-(2-fluoropropyl)piperidine-4-carboxamide